1-(((4-nitrophenoxy) carbonyl) oxy) ethylisobutyrate C(C)C(C(=O)OOC(=O)OC1=CC=C(C=C1)[N+](=O)[O-])(C)C